((1R,2S)-2-fluorocyclopropyl)methanol F[C@@H]1[C@H](C1)CO